bis-(2-hydroxyethyl)hydroquinone OCCC=1C(=C(O)C=CC1O)CCO